N-(3-chloro-4-methyl-5-(7-(methylamino)-1,6-naphthyridin-3-yl)phenyl)-4-(2-cyanoprop-2-yl)picolinamide ClC=1C=C(C=C(C1C)C=1C=NC2=CC(=NC=C2C1)NC)NC(C1=NC=CC(=C1)C(C)(C)C#N)=O